N-(3-(6-(4-(3H-imidazo[4,5-b]pyridin-7-yl)-1H-pyrazol-1-yl)pyridin-3-yl)-4,4,4-trifluorobutyl)-N-methylcyclopropanamine N1=CNC2=NC=CC(=C21)C=2C=NN(C2)C2=CC=C(C=N2)C(CCN(C2CC2)C)C(F)(F)F